FC(C(C(=O)O)(C=1C=C(C=CC1)C)O)(F)F 3,3,3-trifluoro-2-hydroxy-2-(m-tolyl)propanoic acid